ClC1=C(CNC(/C=C/C2=CC(=C(C=C2)OC(C(C)C)=O)OC)=O)C=CC=C1 (E)-4-(3-((2-chlorobenzyl)amino)-3-oxoprop-1-en-1-yl)-2-methoxyphenylisobutyrate